C(#N)C=1C=C2CC(CC2=CC1)NC(CC1CCC(CC1)N(C)C1=NC=CC(=N1)NC1=NNC(=C1)C1CCCC1)=O N-(5-cyano-2,3-dihydro-1H-inden-2-yl)-2-(4-((4-((5-cyclopentyl-1H-pyrazol-3-yl)amino)pyrimidin-2-yl)(methyl)amino)cyclohexyl)acetamide